(3R)-3-(4-chlorophenyl)-2-[(5-chloropyridin-2-yl)methyl]-6-[1-hydroxy-1-(1-methyl-1H-pyrazol-4-yl)ethyl]-3-methoxy-2,3-dihydro-1H-isoindol-1-one ClC1=CC=C(C=C1)[C@@]1(N(C(C2=CC(=CC=C12)C(C)(C=1C=NN(C1)C)O)=O)CC1=NC=C(C=C1)Cl)OC